Ascorbic Acid Distearate C(CCCCCCCCCCCCCCCCC)(=O)O.C(CCCCCCCCCCCCCCCCC)(=O)O.O=C1C(O)=C(O)[C@H](O1)[C@@H](O)CO